O1CCC2=C1C=CC(=C2)S(=O)(=O)N2CCN(CC2)C=2C(=CC=1N(N2)C=CN1)C 6-(4-((2,3-dihydrobenzofuran-5-yl)sulfonyl)piperazin-1-yl)-7-methylimidazo[1,2-b]pyridazine